2-(2-bromo-4-methoxyphenyl)-1H-benzo[d]imidazole BrC1=C(C=CC(=C1)OC)C1=NC2=C(N1)C=CC=C2